NC1=NC=C(C(=C1C=O)N1CCCCC1)C1=CC(=CC(=C1)C)F 1-[2-amino-5-(3-fluoro-5-methylphenyl)-3-formylpyridin-4-yl]Piperidine